10α-ergoline C1CN[C@@H]2CC3=CNC4=CC=CC([C@H]2C1)=C34